NC1=C(C#N)C=CC=C1C=1C=NC(=CC1)C1CC1 2-amino-3-(6-cyclopropyl-3-pyridyl)benzonitrile